1-(3,5-dibromo-2-hydroxymethylphenyl)-3-(3-fluorophenyl)urea BrC=1C(=C(C=C(C1)Br)NC(=O)NC1=CC(=CC=C1)F)CO